1-(6-(3-(4-(3-((4-((5-chloropyrimidin-2-yl)amino)piperidin-1-yl)sulfonyl)-phenyl)piperazin-1-yl)prop-1-yn-1-yl)-1-methyl-1H-indazol-3-yl)dihydropyrimidine-2,4(1H,3H)-dione ClC=1C=NC(=NC1)NC1CCN(CC1)S(=O)(=O)C=1C=C(C=CC1)N1CCN(CC1)CC#CC1=CC=C2C(=NN(C2=C1)C)N1C(NC(CC1)=O)=O